6-(4-butoxy-6-methoxypyrazolo[1,5-a]pyridin-2-yl)-2-methoxyimidazo[2,1-b][1,3,4]thiadiazole C(CCC)OC=1C=2N(C=C(C1)OC)N=C(C2)C=2N=C1SC(=NN1C2)OC